OC1=CC(=C(C=O)C(=C1)F)F 4-hydroxy-2,6-difluorobenzaldehyde